3-chloro-5-(2-((S)-1-(3,4-difluorophenyl)-5-oxopyrrolidin-2-yl)-1-((trans)-4-(methoxy-d3)cyclohexyl)-1H-benzo[d]imidazol-5-yl)-1-methylpyridin-2(1H)-one ClC=1C(N(C=C(C1)C1=CC2=C(N(C(=N2)[C@H]2N(C(CC2)=O)C2=CC(=C(C=C2)F)F)[C@@H]2CC[C@H](CC2)OC([2H])([2H])[2H])C=C1)C)=O